3-benzyl-1-(trans-4-((4-chloro-5-cyanopyrimidin-2-yl)amino)cyclohexyl)-1-(4-(1-methyl-1H-pyrazol-4-yl)phenyl)urea C(C1=CC=CC=C1)NC(N(C1=CC=C(C=C1)C=1C=NN(C1)C)[C@@H]1CC[C@H](CC1)NC1=NC=C(C(=N1)Cl)C#N)=O